FC1=CC=C(N=N1)B(O)O 6-FLUOROPYRIDAZIN-3-YLBORONIC ACID